titanium dibutanol mono(ethylacetoacetate) C(C)CC(CC(=O)[O-])=O.C(CCC)O.C(CCC)O.[Ti+]